C(=O)O.O1COC2=C1C=CC(=C2)C=2C(=C(C(=NC2)N2CCC(CC2)NCC2=CC=C(C=C2)/C=C/C(=O)NO)C#N)C2=CC(=C(C=C2)C#N)F (E)-3-(4-(((1-(5-(Benzo[d][1,3]dioxol-5-yl)-3-cyano-4-(4-cyano-3-fluorophenyl)pyridin-2-yl)piperidin-4-yl)amino)methyl)phenyl)-N-hydroxyacrylamide formate